C(C)OC(CN1CCN(CC1)C1=C(C=C(C=C1F)Br)F)=O 2-[4-(4-bromo-2,6-difluoro-phenyl)piperazin-1-yl]Acetic acid ethyl ester